CC=1N=C(SC1C)NC(OC1=CC=CC=C1)=O phenyl (4,5-dimethylthiazol-2-yl)carbamate